CC=1N=CC(=NC1)N[C@@H]1C[C@H](CC1)NC1=CC=C(C=N1)N1N=CC=C(C1=O)C#N 2-(6-(((1S,3S)-3-((5-Methylpyrazin-2-yl)amino)cyclopentyl)amino)pyridin-3-yl)-3-oxo-2,3-dihydropyridazine-4-carbonitrile